FC1CCN(CC1)C1=NC(=CC(=N1)NC(C1=C(C=C(C=C1)NS(=O)(=O)CCO)N1CCC2(CC2)CC1)=O)C N-(2-(4-Fluoropiperidin-1-yl)-6-methylpyrimidin-4-yl)-4-((2-hydroxyethyl)sulfonamido)-2-(6-azaspiro[2.5]octan-6-yl)benzamide